N-methyl-N-(propan-2-yl)-2-(pyridin-4-yl)pyrido[3,4-d]pyrimidin-4-amine CN(C=1C2=C(N=C(N1)C1=CC=NC=C1)C=NC=C2)C(C)C